O1C(OC=C1)=O 1,3-di-oxol-2-one